Methyl 3-((tert-butoxycarbonyl)(methyl)amino)-2-(3-methoxyphenyl)propionate C(C)(C)(C)OC(=O)N(CC(C(=O)OC)C1=CC(=CC=C1)OC)C